5-[2-(4-ethoxycarbonyl-4-methylpentyl)-phenyl]-2,2-dimethylpentanoic acid ethyl ester C(C)OC(C(CCCC1=C(C=CC=C1)CCCC(C)(C)C(=O)OCC)(C)C)=O